C12(CC(C1)C2)N2C(C(=CC1=C2N=C(N=C1)NC=1C=C2CCNCC2=CC1)C#N)=O 8-(bicyclo[1.1.1]pent-1-yl)-7-oxo-2-((1,2,3,4-tetrahydroisoquinolin-6-yl)amino)-7,8-dihydropyrido[2,3-d]pyrimidine-6-carbonitrile